CN1C(=CC=C1)C1=NC=C(C=O)C=C1 6-(1-methyl-1H-pyrrol-2-yl)nicotinaldehyde